L-arginine-d N[C@@H](CCCNC(N)=N)C(=O)O[2H]